(8-amino-2-((2,6-difluorophenyl)(hydroxy)methyl)-5-(2,6-dimethylpyridin-4-yl)-[1,2,4]triazolo[1,5-a]pyrazin-6-yl)-2-fluorobenzonitrile NC=1C=2N(C(=C(N1)C=1C(=C(C#N)C=CC1)F)C1=CC(=NC(=C1)C)C)N=C(N2)C(O)C2=C(C=CC=C2F)F